Triphenylsulfonium 2-(adamantane-1-carbonyloxy)-1,1,3,3,3-pentafluoropropane-1-sulfonate C12(CC3CC(CC(C1)C3)C2)C(=O)OC(C(S(=O)(=O)[O-])(F)F)C(F)(F)F.C2(=CC=CC=C2)[S+](C2=CC=CC=C2)C2=CC=CC=C2